O=C1CCC[C@@H](N1)C(=O)O D-6-OXO-PIPECOLINIC ACID